(4-((2-(1H-pyrazol-4-yl)ethyl)amino)-5,6-dimethylpyrimidin-2-yl)(3-(2-fluorophenyl)pyrrolidin-1-yl)methanone N1N=CC(=C1)CCNC1=NC(=NC(=C1C)C)C(=O)N1CC(CC1)C1=C(C=CC=C1)F